[Na+].P(=S)([O-])([O-])OC1(C(C=CC=C1)C)C.[Na+] xylenol dithiophosphate sodium